C(CCC)(=O)OC=1C(=NC=CC1OC)C(N[C@H](C(=O)NC(=C(C1=CC(=C(C=C1)OC)OC)C1=CC(=C(C=C1)OC)OC)C)C)=O (S)-2-((1-((1,1-bis(3,4-dimethoxyphenyl)prop-1-en-2-yl)amino)-1-oxopropan-2-yl)carbamoyl)-4-methoxypyridin-3-yl butyrate